C1(CC1)NS(=O)(=O)C1=C(C=C(C=C1CCCCC)OC)OC N-cyclopropyl-2,4-dimethoxy-6-pentylbenzenesulfonamide